C[C@@H]1CN(C(=CC1)C1=CC=C2C=C(C(=NC2=C1)C1CCN(CC1)C)C)C(=O)OC(C)(C)C tert-butyl (3S)-3-methyl-6-[3-methyl-2-(1-methyl-4-piperidyl)-7-quinolyl]-3,4-dihydro-2H-pyridine-1-carboxylate